3-fluoro-5-((oxetane-2-ylmethyl)amino)benzoic acid methyl ester COC(C1=CC(=CC(=C1)NCC1OCC1)F)=O